N-(4'-((2-(1,1-difluoroethyl)-6-ethylpyrimidin-4-yl)amino)-5-(morpholinomethyl)-[2,3'-bipyridyl]-6'-yl)acetamide FC(C)(F)C1=NC(=CC(=N1)NC1=C(C=NC(=C1)NC(C)=O)C1=NC=C(C=C1)CN1CCOCC1)CC